ClC=1C(=C(C=CC1OC[C@@H]1OCCC1)NC=1C2=C(N=CN1)C=CC(=N2)N2CC1(CCN1C(=O)OC(C)(C)C)C2)F tert-Butyl (R)-6-(4-((3-chloro-2-fluoro-4-((tetrahydrofuran-2-yl)methoxy)phenyl)amino)pyrido[3,2-d]pyrimidin-6-yl)-1,6-diazaspiro[3.3]heptane-1-carboxylate